14-chloro-20-fluoro-15-hydroxy-17,17-dioxo-10-oxa-17λ6-thia-18-azatetracyclo[17.3.1.112,16.02,7]tetracosan-1(22),2(7),3,5,12,14,16(24),19(23),20-nonaen-11-one ClC=1C=C2C(OCCC=3C=CC=CC3C3=CC=C(C(NS(C(C1O)=C2)(=O)=O)=C3)F)=O